1-((R)-(2-((1R,2R)-1-amino-2-(((R)-1,1,1-trifluoropropan-2-yl)oxy)propyl)-4-fluoro-1H-benzo[d]imidazol-6-yl)(cyclopropyl)methyl)-4-(trifluoromethyl)imidazolidin-2-one hydrochloride Cl.N[C@@H]([C@@H](C)O[C@@H](C(F)(F)F)C)C1=NC2=C(N1)C=C(C=C2F)[C@H](N2C(NC(C2)C(F)(F)F)=O)C2CC2